FC(CCC(F)F)F 1,2-bis(difluoromethyl)ethane